N1(CCC1)CCC1=NN(C(C(=C1)C)=O)[C@H](C(=O)OC)CC(C)C methyl (S)-2-(3-(2-(azetidin-1-yl) ethyl)-5-methyl-6-oxopyridazin-1(6H)-yl)-4-methylpentanoate